3-ethyl-5-valerolactone C(C)C1CC(=O)OCC1